ethyl 2-(3-((5-((tert-butoxycarbonyl)amino)-3,3-dimethylpentyl)oxy)phenyl)acetate C(C)(C)(C)OC(=O)NCCC(CCOC=1C=C(C=CC1)CC(=O)OCC)(C)C